CC(CNC(=O)C1=NC(=CC=C1OC)NC1=CC=C(C=C1)F)(C)C N-(2,2-dimethylpropyl)-6-(4-fluoroanilino)-3-methoxy-pyridine-2-carboxamide